1-(4-(5-(difluoromethyl)-1,3,4-oxadiazole-2-yl)benzyl)-5,6-difluoro-3-(1-(methylsulfonyl)piperidine-4-yl)-1,3-dihydro-2H-benzo[d]imidazole-2-one FC(C1=NN=C(O1)C1=CC=C(CN2C(N(C3=C2C=C(C(=C3)F)F)C3CCN(CC3)S(=O)(=O)C)=O)C=C1)F